(S)-N-{(S)-2-[6-aminopyridine-2-yl]-1-[2-(benzo[d]isoxazol-3-yl)phenyl]ethyl}-2,2,2-trifluoroacetamide NC1=CC=CC(=N1)C[C@@H](C1=C(C=CC=C1)C1=NOC2=C1C=CC=C2)NC(C(F)(F)F)=O